C(CCCCCCC\C=C/CCCCCCCC)(=O)N[C@@H](CC1=CC=C(C=C1)O)C(=O)O oleoyl-tyrosine